C(C)(=O)N[C@@H](CC(C)C)C(=O)O.C(C)OC=1C=C(C=CC1OC)[C@@H](CS(=O)(=O)C)N (S)-2-(3-ethoxy-4-methoxyphenyl)-1-(methylsulphonyl)-eth-2-ylamine N-acetyl-L-leucine salt